C(C)(C)(C)OC1=CC=C(C=C)C=C1 4-Tert-Butoxystyrene